5-(2-(2-bromo-3,4-difluoro-5-(methoxy-d3)phenyl)-1-hydroxyethylidene)-2,2-dimethyl-1,3-dioxane-4,6-dione BrC1=C(C=C(C(=C1F)F)OC([2H])([2H])[2H])CC(O)=C1C(OC(OC1=O)(C)C)=O